CC1C=CC2=CC=CC=C12 Methylindene